C(C)(C)(C)OC(=O)N[C@H](C)C1=CC=C2C(=N1)NC(=C2)C2=NC1=C(N2C2CC2)C(=CC(=C1)C(=O)OC)OC methyl 2-[6-[(1R)-1-(tert-butoxycarbonylamino)ethyl]-1H-pyrrolo[2,3-b]pyridin-2-yl]-1-cyclopropyl-7-methoxy-benzimidazole-5-carboxylate